FC1=C(C=C(C=C1)F)C1N(CCC1)C1=NC2=C(C=CN=C2C=C1)C=1C=NNC1 2-(2-(2,5-difluorophenyl)pyrrolidin-1-yl)-8-(1H-pyrazol-4-yl)-1,5-naphthyridine